5-((3-carbamoyl-6-(2,6-difluorophenyl)pyridazin-4-yl)amino)o-picolinic acid C(N)(=O)C=1N=NC(=CC1NC=1C=CC(=NC1)C(=O)O)C1=C(C=CC=C1F)F